C(CCCCCCC)[Sn+](CCCC)CCCCCCCC di(n-octyl)(n-butyl)tin (IV)